(4-{5-[5-Fluoro-6-(2-methoxyethoxy)-1H-indazol-3-yl]-isoxazol-3-yl}-2-methylphenyl)-(6-oxa-1-azaspiro[3.3]hept-1-yl)-methanon FC=1C=C2C(=NNC2=CC1OCCOC)C1=CC(=NO1)C1=CC(=C(C=C1)C(=O)N1CCC12COC2)C